C(C)OC(C(=C)Br)=O.S(=O)(=O)([O-])[O-].[Na+].[Na+] Sodium Sulfate ethyl-alpha-bromoacrylate